(4-bromo-3-fluorophenyl)-5-azaspiro[2.4]heptane BrC1=C(C=C(C=C1)C1CC12CNCC2)F